ClC1=C(CC2=CC(=C(C(=N2)C(CCC(=O)O)=O)O)C#N)C=CC=C1 4-[6-(2-Chloro-benzyl)-4-cyano-3-hydroxy-pyridin-2-yl]-4-oxo-butyric acid